C(C1=CC=CC=C1)N(CC(=O)O)C(CC=1N=C(SC1)C1=CC=C2C=CN(C2=C1)CCCN1CCNCC1)=O.OC1=C(C=C(C=C1)\C=C/C(=O)NCCC1=CC=C(C=C1)O)OC (Z)-3-(4-hydroxy-3-methoxy-phenyl)-N-[2-(4-hydroxyphenyl)ethyl]acrylamide benzyl-(2-(2-(1-(3-(piperazin-1-yl)propyl)-1H-indol-6-yl)thiazol-4-yl)acetyl)glycinate